2-(2-((3r,4r)-3-amino-4-fluoro-1-piperidinyl)-5,6-difluoro-1H-benzoimidazol-1-yl)-1-(4-morpholinyl)ethanone N[C@@H]1CN(CC[C@H]1F)C1=NC2=C(N1CC(=O)N1CCOCC1)C=C(C(=C2)F)F